ethyl 5-(1,2,3,4-tetrahydroisoquinolin-6-yl)pentanoate C1NCCC2=CC(=CC=C12)CCCCC(=O)OCC